methyl (R)-3-hydroxy-2-methylpropanoate OC[C@H](C(=O)OC)C